3-(2'-hydroxybenzylidene)camphor 1-butoxy-1-oxopropan-2-yl-butanoate benzyl-((3R)-2-hydroxy-5-methyl-1-((((S)-2-oxopyrrolidin-3-yl)methyl)amino)hexan-3-yl)carbamate C(C1=CC=CC=C1)N(C(O)=O)[C@@H](C(CNC[C@H]1C(NCC1)=O)O)CC(C)C.C(CCC)OC(C(C)OC(CCC)=O)=O.OC1=C(C=C2C(C3(CCC2C3(C)C)C)=O)C=CC=C1